N-ethyl-N-(thiophen-2-ylmethyl)benzofuran-2-carboxamide C(C)N(C(=O)C=1OC2=C(C1)C=CC=C2)CC=2SC=CC2